C(C)N(C(C1=C(C=CC(=C1)F)N1C(=C(C=2C1=CN=CC2)C(=O)[C@@H]2C[C@H](N(CC2)C(=O)[C@H]2NC1(CC1)CC2)C)C)=O)C(C)C |o1:22,24| N-Ethyl-5-fluoro-N-isopropyl-2-(2-methyl-3-((2R*,4S*)-2-methyl-((S)-4-azaspiro[2.4]heptane-5-carbonyl)piperidine-4-carbonyl)-1H-pyrrolo[2,3-c]pyridin-1-yl)benzamide